FC(C1=CC2=C(C=N1)C(CO2)O)(F)F 6-(trifluoromethyl)-2,3-dihydrofuro[3,2-c]pyridin-3-ol